bromo-7-fluorobenzothiophene-2-carboxylic acid BrC1=C(SC2=C1C=CC=C2F)C(=O)O